NC1=C(C=C(CCN2C(OC(C2=O)C)C=2C(=NN(C2)C2=CC=C(C=C2)Br)C2=CC=C(C=C2)F)C=C1)[N+](=O)[O-] 3-(4-Amino-3-nitrophenethyl)-2-(1-(4-bromophenyl)-3-(4-fluorophenyl)-1H-pyrazole-4-yl)-5-methyloxazolidin-4-one